C(C1=CC=CC=C1)N1N=CN=C1C(=O)NC1C(N(C=2N(CC1)N=C(C2)CN2CC(C2)OC)C)=O 2-Benzyl-N-[2-[(3-methoxyazetidin-1-yl)methyl]-4-methyl-5-oxo-7,8-dihydro-6H-pyrazolo[1,5-a][1,3]diazepin-6-yl]-1,2,4-triazol-3-carboxamid